[NH4+].S(=O)(=O)([O-])[O-].[Al+3].S(=O)(=O)([O-])[O-] aluminum sulfate, ammonium salt